zinc telluride mercury [Hg+].[Te-2].[Zn+2]